(±)-1-(8-Fluoro-6-(5-fluoro-2-((5-(piperidin-4-yl)pyridin-2-yl)amino)pyrimidin-4-yl)quinolin-4-yl)ethanol trihydrochloride Cl.Cl.Cl.FC=1C=C(C=C2C(=CC=NC12)[C@@H](C)O)C1=NC(=NC=C1F)NC1=NC=C(C=C1)C1CCNCC1 |r|